C(C)(C)(C)OC(=O)N1[C@@H](CCC1)C(=O)N1CCN(CCC1)C1=C(C=C(C=C1)F)F (S)-2-(4-(2,4-difluorophenyl)-1,4-diazacycloheptane-1-carbonyl)pyrrolidine-1-carboxylic acid tert-butyl ester